BrC=1C=C2C(=CNC2=CC1)CC(C(=O)O)O 3-(5-bromo-1H-indol-3-yl)-2-hydroxypropionic acid